C(C(=C)C)(=O)OCC(C(CCC)O)(C)C 3-hydroxy-2,2-dimethylhexyl methacrylate